1-[2-(difluoromethoxy)-4-(trifluoromethyl)phenyl]pyrido[3,4-d]pyridazin-4-amine FC(OC1=C(C=CC(=C1)C(F)(F)F)C1=C2C(=C(N=N1)N)C=NC=C2)F